2-[({4-[(3-methoxypropyl)oxy]-3-methylpyridin-2-yl}methyl)thio]-5-(piperazin-1-yl)-1H-benzo[d]imidazole COCCCOC1=C(C(=NC=C1)CSC1=NC2=C(N1)C=CC(=C2)N2CCNCC2)C